FC(CC1=NN=C2N1C1=CC=C(C(=C1C(=N2)NC2=CC(=CC(=C2)C#CC2(CC2)C)F)F)F)F (2,2-difluoroethyl)-6,7-difluoro-N-(3-fluoro-5-((1-methylcyclopropyl)ethynyl)phenyl)-[1,2,4]triazolo[4,3-a]quinazolin-5-amine